tert-butyl 3-oxo-4-(6-(4,4,5,5-tetramethyl-1,3,2-dioxaborolan-2-yl)pyridin-2-yl)piperazine-1-carboxylate O=C1CN(CCN1C1=NC(=CC=C1)B1OC(C(O1)(C)C)(C)C)C(=O)OC(C)(C)C